N-(1,3-dimethylbutyl)-N-phenyl p-phenylenediamine tert-butyl (1S,5R)-8-[3-methyl-2-oxo-1-(2-trimethylsilylethoxymethyl)benzimidazol-4-yl]-3,8-diazabicyclo[3.2.1]octane-3-carboxylate CN1C(N(C2=C1C(=CC=C2)N2[C@@H]1CN(C[C@H]2CC1)C(=O)OC(C)(C)C)COCC[Si](C)(C)C)=O.CC(CC(C)C)N(C1=CC=C(C=C1)N)C1=CC=CC=C1